C(#N)CC1(CN(C1)C1CCN(CC1)C(=O)C1CCN(CC1)C1=NC=C(C#N)C=C1)N1N=CC(=C1)C=1C2=C(N=CN1)NC=C2 6-{4-[(4-{3-(cyanomethyl)-3-[4-(7H-pyrrolo[2,3-d]pyrimidin-4-yl)-1H-pyrazol-1-yl]azetidin-1-yl}piperidin-1-yl)carbonyl]piperidin-1-yl}nicotinonitrile